Nonyl 8-((7-(heptadecan-9-yloxy)-7-oxoheptyl)(2-hydroxyethyl)amino)octanoate CCCCCCCCC(CCCCCCCC)OC(CCCCCCN(CCCCCCCC(=O)OCCCCCCCCC)CCO)=O